[B].[Pt].[Fe] iron platinum-boron